C(C1=CC=CC=C1)N1C(C([C@H](C1)CBr)(C)C)=O (R)-1-benzyl-4-(bromomethyl)-3,3-dimethylpyrrolidin-2-one